ethyl 5-amino-2-(2-amino-6-chloropyridin-3-yl)-6-(5-methyl-1-(tetrahydro-2H-pyran-2-yl)-1H-indazol-4-yl)pyrimidine-4-carboxylate NC=1C(=NC(=NC1C1=C2C=NN(C2=CC=C1C)C1OCCCC1)C=1C(=NC(=CC1)Cl)N)C(=O)OCC